2-{4-[6-amino-5-(2,6-difluoro-benzyloxy)-pyridin-3-yl]-phenoxy}-1-[(2R)-2-pyrrolidin-1-ylmethyl-pyrrolidin-1-yl]-ethanone NC1=C(C=C(C=N1)C1=CC=C(OCC(=O)N2[C@H](CCC2)CN2CCCC2)C=C1)OCC1=C(C=CC=C1F)F